N-[4-[6-[2-(4-fluoro-3-methoxy-phenyl)-1,2,4-triazol-3-yl]imidazo[1,2-a]pyridin-3-yl]phenyl]cyclopropanecarboxamide FC1=C(C=C(C=C1)N1N=CN=C1C=1C=CC=2N(C1)C(=CN2)C2=CC=C(C=C2)NC(=O)C2CC2)OC